3-(4-(dimethylamino)-7-methyl-1-oxoisoindolin-2-yl)piperidine-2,6-dione CN(C1=C2CN(C(C2=C(C=C1)C)=O)C1C(NC(CC1)=O)=O)C